(+/-)-2-(3-(aminomethyl)-1,2,4-oxadiazol-5-yl)-N-((3S,4R)-3-fluoro-1-methylpiperidin-4-yl)-1-(2,2,2-trifluoroethyl)-1H-indol-4-amine NCC1=NOC(=N1)C=1N(C=2C=CC=C(C2C1)N[C@H]1[C@H](CN(CC1)C)F)CC(F)(F)F |r|